F[C@@H]1[C@@H](C1)C(=O)NC=1N=NC2=C(C=C(C=C2C1)C=1C=NC=CC1OC)NC(OC(C)(C)C)=O tert-butyl N-[3-[[(1S,2S)-2-fluorocyclopropanecarbonyl]amino]-6-(4-methoxy-3-pyridyl)cinnolin-8-yl]carbamate